BrC1=CC=C(C=C1)N1N=CC(=C1)C(C(=O)OC)C methyl 2-[1-(4-bromophenyl)pyrazol-4-yl]propanoate